BrC1=C(C(=C(C(=C1[2H])[2H])[2H])[2H])[2H] 1-bromobenzene-2,3,4,5,6-d